O=C1NC(CCC1C1=NN(C2=CC(=CC=C12)NC(OC(C)(C)C)=O)C)=O tert-butyl N-[3-(2,6-dioxo-3-piperidyl)-1-methyl-indazol-6-yl]carbamate